C(C)CC(CC(=O)[O-])=O.C(C)CC(CC(=O)[O-])=O.C(CCC)O[Zr+2]OCCCC di-n-butoxyzirconium bis(ethylacetoacetate)